tert-butyl N-[1-[[4-bromo-5-(trifluoromethyl)-3-thienyl]methyl]-2-hydroxy-ethyl]-N-methyl-carbamate BrC=1C(=CSC1C(F)(F)F)CC(CO)N(C(OC(C)(C)C)=O)C